(2S,6R)-4-(7-chlorothieno[3,2-b]pyridin-5-yl)-2-(1-cyclopropylpyrazol-4-yl)-6-methyl-morpholine ClC1=C2C(=NC(=C1)N1C[C@@H](O[C@@H](C1)C)C=1C=NN(C1)C1CC1)C=CS2